OC=1C=C2CCCN(C2=CC1)C1=NN(C2=NC(=CN=C21)N2CCC1([C@@H]([C@@H](OC1)C)NC(OC(C)(C)C)=O)CC2)C2OCCCC2 tert-butyl ((3S,4S)-8-(3-(6-hydroxy-3,4-dihydroquinolin-1(2H)-yl)-1-(tetrahydro-2H-pyran-2-yl)-1H-pyrazolo[3,4-b]pyrazin-6-yl)-3-methyl-2-oxa-8-azaspiro[4.5]decan-4-yl)carbamate